C(CCCCCCCCC)NC(OC1=NC2=CC(=CC=C2C=C1)OCCCCN1CCN(CC1)C1=CC=CC=2SC=CC21)=O 7-(4-(4-(benzo[b]thiophen-4-yl)piperazin-1-yl)butoxy)quinolin-2-yl decylcarbamate